C1(=CC=CC=C1)C1(C=CC2=C(O1)C=1C=C(C(=CC1C1=C2C(C2=CC=CC=C21)(C)C)N2C(CC(CC2)CCC(=O)O)C(=O)O)OC)C2=CC=C(C=C2)N2CCN(CC2)C2=CC=CC=C2 3-phenyl-3-(4-(4-phenylpiperazinyl)phenyl)-6-methoxy-7-(4-(2-hydroxycarbonylethyl)carboxypiperidin-1-yl)-13,13-dimethyl-3h,13h-indeno[2',3':3,4]naphtho[1,2-b]pyran